3-(S)-methoxypiperidine HCl Cl.CO[C@@H]1CNCCC1